CN(C(=S)SCC#N)C1=CC=NC=C1 Cyanomethyl methyl(4-pyridyl)carbamodithioate